5-((R)-3-((tert-butyldimethylsilyl)oxy)-2-fluoropropoxy)-3-methyl-4-nitro-1-(tetrahydro-2H-pyran-2-yl)-1H-pyrazole [Si](C)(C)(C(C)(C)C)OC[C@@H](COC1=C(C(=NN1C1OCCCC1)C)[N+](=O)[O-])F